ClC1=CC=C2C=NC(=NC2=C1OC1CCC(CC1)=O)NC1=CC(=CC=C1)CS(=O)(=O)C 4-((7-chloro-2-((3-((methylsulfonyl)methyl)phenyl)amino)quinazolin-8-yl)oxy)cyclohexane-1-one